C=1(C(=CC(=CC1)C(=O)O)C(=O)O)C1=CC=C(C=C1)C(=O)O 2,4,4'-biphenyltricarboxylic acid